FC=1C(=NC(=NC1)NC1=CC=C(C=C1)S(=O)(=O)N)N1[C@H](C(NC(C1)(C)C)=O)C (S)-4-((5-fluoro-4-(2,5,5-trimethyl-3-oxopiperazin-1-yl)pyrimidin-2-yl)amino)benzenesulfonamide